N1(CCCCC1)C=1C(NC(NC1)=O)=O 5-(piperidin-1-yl)-1,2,3,4-tetrahydropyrimidine-2,4-dione